C1(CCCCC1)N[C@H](CCCCN(C)C)C(=O)N1[C@@H](CN(CC1)C(=O)OC1=C(C=CC=C1)Cl)C(NCC=1SC=CC1)=O 2-chlorophenyl (3S)-4-(N2-cyclohexyl-N6,N6-dimethyl-D-lysyl)-3-[(thiophen-2-ylmethyl)carbamoyl]piperazine-1-carboxylate